tert-butyl N-[5-[[2-[(2R,5S)-2-[(1S,3R)-3-hydroxycyclohexyl]-5-methyl-1-piperidyl]-2-oxo-acetyl]amino]-3-methyl-2-pyridyl]carbamate O[C@H]1C[C@H](CCC1)[C@@H]1N(C[C@H](CC1)C)C(C(=O)NC=1C=C(C(=NC1)NC(OC(C)(C)C)=O)C)=O